(1R,5S)-bicyclo[3.2.2]nonane C12CCCC(CC1)CC2